NC1=C(C=C(C(=O)NC2=CC(=C(C=C2)N)C(=O)O)C=C1)C(=O)O 4-amino-N-(4-amino-3-carboxyphenyl)-3-carboxybenzamide